5-[(2S,6R)-6-methyl-4-(4-nitrophenyl)sulfonyl-morpholin-2-yl]-1H-pyridin-2-one C[C@H]1O[C@H](CN(C1)S(=O)(=O)C1=CC=C(C=C1)[N+](=O)[O-])C=1C=CC(NC1)=O